C(C(C)C)N(CC(C)C)CC(C)C N,N,N-triisobutylamine